ClC=1C=C(C=C(C1OC1=NNC(C(=C1)C(C)C)=O)C)NN=C(C(=O)NC(OCC)=O)C#N Ethyl (2-(2-(3-chloro-4-((5-isopropyl-6-oxo-1,6-dihydropyridazin-3-yl)oxy)-5-methylphenyl)hydrazineylidene)-2-cyanoacetyl)carbamate